COC1=NC=NC(=C1C(=O)NC=1SC2=C(N1)C=1C=CC(=CC1OC2)OC)OC 4,6-dimethoxy-N-(7-methoxy-4H-chromeno[4,3-d]thiazol-2-yl)pyrimidine-5-carboxamide